hex-1-en-4-ol C=CCC(CC)O